N1N=CN=C1C1CN(C1)C(=O)N1CC2(C1)CCN(C2)CC2=NC=C(C=C2)C(F)(F)F [3-(1H-1,2,4-triazol-5-yl)azetidin-1-yl]-[7-[[5-(trifluoromethyl)-2-pyridinyl]methyl]-2,7-diazaspiro[3.4]oct-2-yl]methanone